(5-bromo-2-(3-(((tert-butyldimethylsilyl)oxy)methyl)pyridin-4-yl)phenyl)methanol BrC=1C=CC(=C(C1)CO)C1=C(C=NC=C1)CO[Si](C)(C)C(C)(C)C